6-[4-(1,1-difluoro-2-hydroxy-2-methylpropyloxy)phenyl]-4-{[(3S)-piperidin-3-yl]amino}pyrido[3,2-d]pyrimidine-8-carboxamide FC(C(C)(C)O)(OC1=CC=C(C=C1)C=1C=C(C=2N=CN=C(C2N1)N[C@@H]1CNCCC1)C(=O)N)F